[Cl-].C(C(C)=C)[NH2+]CCCCCCCCCCCCCCCC methallyl-hexadecyl-ammonium chloride